4-((1S,2R)-2-(cyclobutylamino)-cyclopropyl)-5-methyl-N-(1-methyl-1H-pyrazol-4-yl)thiophene-2-carboxamide C1(CCC1)N[C@H]1[C@@H](C1)C=1C=C(SC1C)C(=O)NC=1C=NN(C1)C